C1(CCC1)OC1=CC=C(N=N1)NC([C@H](C)N1C[C@@H](C(CC1)(F)F)C1=CNC(C=C1)=O)=O (S)-N-(6-cyclobutoxy-pyridazin-3-yl)-2-((S)-4,4-difluoro-3-(6-oxo-1,6-dihydropyridin-3-yl)piperidin-1-yl)propanamide